(S)-1-[(S)-3-Methyl-1-{[4-(2-morpholino-2-oxoethyl)-1-piperidyl]carbonyl}butyl]-3-isobutyl-2-piperazinone CC(C[C@@H](C(=O)N1CCC(CC1)CC(=O)N1CCOCC1)N1C([C@@H](NCC1)CC(C)C)=O)C